3-((1-Phenylethylpiperidin-4-yl)(pyridin-2-yl)amino)phenol C1(=CC=CC=C1)C(C)N1CCC(CC1)N(C=1C=C(C=CC1)O)C1=NC=CC=C1